NC1=CC(=CC(=N1)NC1CCCC1)CN1C[C@@H](O[C@@H](C1)C)C (1S,3S)-3-((6-amino-4-(((2S,6R)-2,6-dimethylmorpholino)methyl)pyridin-2-yl)amino)cyclopentane